CN(C(OC(C)(C)C)=O)CCCOCC=O tert-butyl N-methyl-N-[3-(2-oxoethoxy) propyl]carbamate